C(C=C)(=O)N1CC(C1)CN1C2=C(N(C(C1=O)=O)C=1C(=NC=CC1C)C(C)C)N=C(C(=C2)Cl)NC2=C1CCCC1=CC=C2 1-((1-acryloylazetidin-3-yl)methyl)-7-chloro-6-((2,3-dihydro-1h-inden-4-yl)amino)-4-(2-isopropyl-4-methylpyridin-3-yl)-1,4-dihydropyrido[2,3-b]pyrazine-2,3-dione